7-chloro-2-(methylthio)-6-(4-nitrophenoxy)pyrido[2,3-d]pyrimidine ClC=1C(=CC2=C(N=C(N=C2)SC)N1)OC1=CC=C(C=C1)[N+](=O)[O-]